(1r,3r)-3-((3-chloro-4-cyanophenoxy)-2,2,4,4-tetramethylcyclobutyl)-2-(4-formylpiperidin-1-yl)pyrimidine-5-carboxamide ClC=1C=C(OC2(C(CC2(C)C)(C)C)N2C(N=CC(=C2)C(=O)N)N2CCC(CC2)C=O)C=CC1C#N